4-{4-[(3-methylphenyl)oxy]phenyl}-2,4-dihydro-3H-1,2,4-triazol-3-one CC=1C=C(C=CC1)OC1=CC=C(C=C1)N1C(NN=C1)=O